2-(5-amino-3-chloro-2-pyridinyl)pyrazole-3-carbonitrile NC=1C=C(C(=NC1)N1N=CC=C1C#N)Cl